4-chloro-2-(4-(2-(methylamino)pyrimidin-5-yl)phenoxy)benzaldehyde ClC1=CC(=C(C=O)C=C1)OC1=CC=C(C=C1)C=1C=NC(=NC1)NC